C1=C(C=C(C=C1)S(=O)(=O)[O-])S(=O)(=O)[O-] 2,4-benzenedisulfonate